(1S,2S)-2-(((2-morpholinothiazol-5-yl)methyl)amino)cyclohexan O1CCN(CC1)C=1SC(=CN1)CNC1CCCCC1